ClC=1C=CC=C2C=CC=C(C12)C1=C(C=2N=C(N=C(C2C=N1)N(C)[C@@H]1CNC[C@H]1F)OC[C@]12CCCN2C[C@@H](C1)F)F 7-(8-chloronaphthalen-1-yl)-8-fluoro-2-(((2R,7aS)-2-fluorohexahydro-1H-pyrrolizin-7a-yl)methoxy)-N-((3R,4R)-4-fluoropyrrolidin-3-yl)-N-methylpyrido[4,3-d]pyrimidin-4-amine